C1(=CC=CC=C1)C1=CC1C1=CC=CC=C1 2,3-diphenylcyclopropene